2-propylmagnesium chloride CC(C)[Mg]Cl